C1=CC=C(C=2OC3=CC=CC=C3C3(C12)C1=CC=CC=C1C=1C=CC=CC13)B(O)O spiro[fluorene-9,9'-xanthene]-4'-yl-boronic acid